FC1=C(C=CC(=C1C(=O)C1=CNC2=NC=C(C=C21)C2=CC=C(C=C2)OC(F)(F)F)F)NS(=O)(=O)CCC N-(2,4-difluoro-3-(5-(4-(trifluoromethoxy)phenyl)-1H-pyrrolo[2,3-b]pyridine-3-carbonyl)phenyl)propane-1-sulfonamide